N-(4-fluoro-5-(((2s,4r)-4-(4-fluorophenoxy)-2-methylpyrrolidin-1-yl)methyl)thiazol-2-yl)acetamide FC=1N=C(SC1CN1[C@H](C[C@H](C1)OC1=CC=C(C=C1)F)C)NC(C)=O